N-hexadecyl-ammonium hydroxide [OH-].C(CCCCCCCCCCCCCCC)[NH3+]